(R)-1-(3-isothiocyanato-5-(trifluoromethyl)benzyl)-N,N-dimethylpyrrolidin-3-amine N(=C=S)C=1C=C(CN2C[C@@H](CC2)N(C)C)C=C(C1)C(F)(F)F